(3S,5S)-N-(3-chloro-4-fluorophenyl)-2-methyl-5-(5-(1-methyl-1H-imidazol-4-yl)thiophen-2-yl)-1,2,6-thiadiazinane-3-carboxamide 1,1-dioxide ClC=1C=C(C=CC1F)NC(=O)[C@H]1N(S(N[C@@H](C1)C=1SC(=CC1)C=1N=CN(C1)C)(=O)=O)C